2-(2,2-difluoroethoxy)-6-(trideuteriomethyl)pyridine FC(COC1=NC(=CC=C1)C([2H])([2H])[2H])F